FC=1C=C(C=CC1)/C(/C(C)(C)C1=CC(=CC(=C1)OC)OC)=C\CCCC (E)-1-(3-(3-fluorophenyl)-2-methyloct-3-en-2-yl)-3,5-dimethoxybenzene